ClC=1C=CC(=NC1)NC1=C(C=C(C=C1)NC(C=C)=O)C=1N=CN(C1)C N-(4-((5-chloropyridin-2-yl)amino)-3-(1-methyl-1H-imidazol-4-yl)phenyl)acrylamide